methyl 6-(2,4-difluorophenyl)-5-oxo-6,7,8,9-tetrahydrobenzo[7]annulene-2-carboxylate FC1=C(C=CC(=C1)F)C1C(C2=C(CCC1)C=C(C=C2)C(=O)OC)=O